C(C1=CC=CC=C1)N(C(=O)C1=C(C(=O)O)C=C(C=C1)[N+](=O)[O-])CC1=CC=CC=C1 2-(dibenzylcarbamoyl)-5-nitrobenzoic acid